ethyl 5,7-dichloroimidazo[1,5-a]pyridine-1-carboxylate ClC1=CC(=CC=2N1C=NC2C(=O)OCC)Cl